BrC=1C(=NC(=NC1)NC1=C(C=CC(=C1)N1N=CC=C1)OC)NC=1C(=C2N=CC=NC2=CC1)P(C)C (6-((5-bromo-2-((2-methoxy-5-(1H-pyrazol-1-yl)phenyl)amino)pyrimidin-4-yl)amino)quinoxalin-5-yl)dimethylphosphine